5-(aminomethyl)-3-((3-(4-(2-(isobutylsulfonyl)phenoxy)-3-(trifluoromethyl)phenyl)-1,2,4-oxadiazol-5-yl)methyl)-5-methyl-1-(2-morpholinoethyl)imidazolidine-2,4-dione NCC1(C(N(C(N1CCN1CCOCC1)=O)CC1=NC(=NO1)C1=CC(=C(C=C1)OC1=C(C=CC=C1)S(=O)(=O)CC(C)C)C(F)(F)F)=O)C